ClC=1C(=C2C(=NC1C)CN(C2)C(=O)[C@H]2CN(CC2)C=2N=NC=CC2)C (3-chloro-2,4-dimethyl-5,7-dihydropyrrolo[3,4-b]pyridin-6-yl)-[(3R)-1-pyridazin-3-ylpyrrolidin-3-yl]methanone